O1C(CCC1)CC=1OC2=C(N1)C=CC=C2 (tetrahydro-2-furanylmethyl)-1,3-benzoxazole